FC(=C1C(=CC(=C1F)F)F)F 5-(difluoromethylene)-1,2,4-trifluorocyclopent-1,3-diene